2-((2R,3S,4S)-2-(aminomethyl)-5-chloro-3-hydroxy-2-(6-methoxypyridin-2-yl)-2,3-dihydro-benzofuran-4-yl)-4-(difluoromethoxy)-3-fluorobenzamide NC[C@@]1(OC2=C([C@@H]1O)C(=C(C=C2)Cl)C2=C(C(=O)N)C=CC(=C2F)OC(F)F)C2=NC(=CC=C2)OC